FC(=C1CCC2=C(C(=CC=C12)C1=NN=C(C(N1C)=O)N[C@H]1CN(CCC1)CCO)O)F (R)-3-(1-(difluoromethylene)-4-hydroxy-2,3-dihydro-1H-inden-5-yl)-6-((1-(2-hydroxyethyl)piperidin-3-yl)amino)-4-methyl-1,2,4-triazine-5(4H)-one